(4-(propan-2-ylsulfonyl)phenyl)boronic acid CC(C)S(=O)(=O)C1=CC=C(C=C1)B(O)O